4-((4'-bromo-[1,1'-biphenyl]-4-yl)thio)-1H-1,2,3-triazole-5-carboxylic acid BrC1=CC=C(C=C1)C1=CC=C(C=C1)SC=1N=NNC1C(=O)O